CN(C1=CC=C(C=C1)C(=O)C(=O)C1=CC=C(C=C1)N(C)C)C 4,4'-bis(dimethylamino)benzil